NCCOCCOCCC(=O)NC1=C(C(=O)NC=2SC(=C(N2)C)C)C=C(C=C1)NC (3-(2-(2-Aminoethoxy)ethoxy)propionylamino)-N-(4,5-dimethylthiazol-2-yl)-5-(methylamino)benzamide